P(=O)([O-])([O-])[O-].OC(C[Ca+])CO.OC(C[Ca+])CO.OC(C[Ca+])CO 2,3-dihydroxypropyl-calcium phosphate